4-chloro-2-fluoro-5-mercaptophenyl-diethylamine ClC1=CC(=C(C=C1S)N(CC)CC)F